(S)-1-(7-(3-(2-chlorophenyl)-5,5-dimethyl-4,5,6,7-tetrahydropyrazolo[1,5-a]pyridine-2-carbonyl)-6-methyl-2,7-diazaspiro[3.5]nonan-2-yl)prop-2-en-1-one ClC1=C(C=CC=C1)C=1C(=NN2C1CC(CC2)(C)C)C(=O)N2[C@H](CC1(CN(C1)C(C=C)=O)CC2)C